COC1=CC=C(C=C1)C1=NC2=CC=CC=C2C(=C1)NCCCNCCCNC(OC(C)(C)C)=O tert-butyl N-{3-[(3-{[2-(4-methoxyphenyl)quinoline-4-yl]amino}propyl)amino]propyl}carbamate